lactic acid, n-propyl ester C(C(O)C)(=O)OCCC